NC1=C(C=C(N=N1)C1=C(C=CC=C1)O)N1CC2CCC(C1)N2C2=CC(=NC=C2)C#CCN2C1C3CCC(C1C2)C3 2-[6-amino-5-[8-[2-[3-(3-azatricyclo[4.2.1.02,5]nonan-3-yl)prop-1-ynyl]-4-pyridyl]-3,8-diazabicyclo[3.2.1]octan-3-yl]pyridazin-3-yl]phenol